N1(CCC1)C1=NC2=NN=CN2C=2CN(CC12)C(CC1CN(C1)C1=CC(=NC=C1)C(F)(F)F)=O 1-(5-Azetidin-1-yl-6,8-dihydro-2,3,4,7,8b-pentaaza-as-indacen-7-yl)-2-[1-(2-trifluoromethyl-pyridin-4-yl)-azetidin-3-yl]-ethanone